3,4-Bis(benzyloxy)-2'-hydroxy-4',6'-bis(methoxymethoxy)chalcone C(C1=CC=CC=C1)OC=1C=C(C=CC1OCC1=CC=CC=C1)\C=C\C(=O)C1=C(C=C(C=C1OCOC)OCOC)O